4-hydroxyimino-N-(3-methoxy-4-methyl-phenyl)cyclohexanecarboxamide ON=C1CCC(CC1)C(=O)NC1=CC(=C(C=C1)C)OC